1-(8-(2,4-dichlorophenyl)-9-(4-(((S)-1-(3-fluoropropyl)pyrrolidin-3-yl)oxy)phenyl)-6,7-dihydro-5H-benzo[7]annulen-3-yl)-2,2-difluoroethan-1-ol ClC1=C(C=CC(=C1)Cl)C=1CCCC2=C(C1C1=CC=C(C=C1)O[C@@H]1CN(CC1)CCCF)C=CC(=C2)C(C(F)F)O